ethyl 1-(5-{5-[2-ethoxy-6-(trifluoromethyl)pyridin-4-yl]-7-[{[1-(methoxymethyl)cyclobutyl]methyl} (methyl)amino]-1H-imidazo[4,5-b]pyridin-2-yl}pyrazin-2-yl)piperidine-4-carboxylate C(C)OC1=NC(=CC(=C1)C1=CC(=C2C(=N1)N=C(N2)C=2N=CC(=NC2)N2CCC(CC2)C(=O)OCC)N(C)CC2(CCC2)COC)C(F)(F)F